(±)-N-(8-amino-7-fluoro-6-(4-methylpyridin-3-yl)isoquinolin-3-yl)-2-(hydroxymethyl)-3-(1-methyl-1H-pyrazol-4-yl)cyclopropane-1-carboxamide NC=1C(=C(C=C2C=C(N=CC12)NC(=O)C1C(C1C=1C=NN(C1)C)CO)C=1C=NC=CC1C)F